F[P-](F)(F)(F)(F)F.[Cl-].FC=1N(C=C[N+]1C)C.FC=1N(C=C[N+]1C)C 2-fluoro-1,3-dimethylimidazolium chloride hexafluorophosphate